FC=1C=C(C=C(C1C)F)C1CCN(CC1)C(=O)C1CC2(C1)NCOC2 (2s,4s)-2-(4-(3,5-Difluoro-4-methylphenyl)piperidine-1-carbonyl)-7-oxa-5-azaspiro[3.4]octan